C(C1=CC=CC=C1)N1C[C@@H](CC1)NC(=O)NC1=C(C=CC=C1)Cl (R)-1-(1-benzylpyrrolidine-3-yl)-3-(2-chlorophenyl)urea